Lithium-Aluminium Silicat [Si]([O-])([O-])([O-])[O-].[Al+3].[Li+]